(tert-butyldimethylsilyl)-N-toluenesulfonyl-hydroxylamine [Si](C)(C)(C(C)(C)C)N(O)S(=O)(=O)CC1=CC=CC=C1